4-hydroxybutyl ether OCCCCOCCCCO